CC=1C=C(C(=O)O)C=CC1S(=O)C1=C(C=CC=C1)N1CCNCC1 3-methyl-4-((2-(piperazin-1-yl)phenyl)sulfinyl)benzoic acid